C1(=CC=CC=C1)[S@](=O)C (R)-phenylmethyl sulfoxide